6-(3,5-dimethylpyrazol-1-yl)-2-[1-[2-(4-fluorophenoxy)acetyl]piperidin-4-yl]pyridazin-3-one CC1=NN(C(=C1)C)C=1C=CC(N(N1)C1CCN(CC1)C(COC1=CC=C(C=C1)F)=O)=O